(-)-(-)-di-p-toluyl-L-tartaric acid C1(=CC=C(C=C1)[C@]([C@](C(=O)O)(O)C1=CC=C(C=C1)C)(O)C(=O)O)C